NC1=C2N=C(N(C2=NC(=N1)NCCCCC)CC1=CC=C(C=C1)CNCCN)O 6-amino-9-(4-(((2-aminoethyl)amino)methyl)benzyl)-2-(pentylamino)-9H-purin-8-ol